1-(2,4-dihydroxyphenyl)-2-(3,4-dihydroxyphenyl)ethan-1-one OC1=C(C=CC(=C1)O)C(CC1=CC(=C(C=C1)O)O)=O